CNCCC(=O)OC methyl 3-(methylamino)propionate